CNC(=O)C1=NC=C(C=C1)C1=CC(=NC2=C(N=CC=C12)C1=CC=NN1)N1CCOCC1 N-methyl-5-[2-(morpholin-4-yl)-8-(1H-pyrazol-5-yl)-1,7-naphthyridin-4-yl]pyridine-2-carboxamide